5-Carboxyhydroxymethyl-uracil C(=O)(O)C=1C(NC(NC1CO)=O)=O